ferrocenyl-thiadiazole [C-]1(C=CC=C1)C=1N=NSC1.[CH-]1C=CC=C1.[Fe+2]